2-benzyl 1-(tert-butyl) (2R,4S)-4-([1,1'-biphenyl]-4-ylmethyl)pyrrolidine-1,2-dicarboxylate C1(=CC=C(C=C1)C[C@H]1C[C@@H](N(C1)C(=O)OC(C)(C)C)C(=O)OCC1=CC=CC=C1)C1=CC=CC=C1